C(C=C)(=O)NCC=1[N+](=NN(C1)CC(=O)OC(C)(C)C)C 4-(acrylamidomethyl)-1-(2-(tert-butoxy)-2-oxoethyl)-3-methyl-1H-1,2,3-triazol-3-ium